C(C)NCCCC N-ethyl-1-aminobutane